(4-((4-fluoro-4'-methylbiphenyl-2-yl)methoxy)phenyl)propanoic acid FC1=CC(=C(C=C1)C1=CC=C(C=C1)C)COC1=CC=C(C=C1)C(C(=O)O)C